F[C@H]1CN(CC[C@H]1NC1=C2C=C(N(C2=CC=C1)CC(F)(F)F)C1=NOC(=N1)CNC(=O)C=1C=NN(C1)C)C N-{[3-(4-{[(3S,4R)-3-fluoro-1-methylpiperidin-4-yl]amino}-1-(2,2,2-trifluoroethyl)-1H-indol-2-yl)-1,2,4-oxadiazol-5-yl]methyl}-1-methyl-1H-pyrazole-4-carboxamide